ethyl 4-amino-5-fluoropyridine-2-carboxylate NC1=CC(=NC=C1F)C(=O)OCC